NC=1C=2N(C=CN1)C(=NC2C2=CC(=C(C=C2)NC(OC(C)(C)C)=O)OC)C2=CC(=NO2)C tert-Butyl (4-(8-amino-3-(3-methylisoxazol-5-yl)imidazo[1,5-a]pyrazin-1-yl)-2-methoxyphenyl)carbamate